N=1N2C(=CC1C=1N=C(SC1)NC1=NC=C(C=C1N(C(C)=O)C)C(F)(F)F)CCC2 N-(2-(4-(5,6-dihydro-4H-pyrrolo[1,2-b]pyrazol-2-yl)thiazol-2-ylamino)-5-(trifluoromethyl)pyridin-3-yl)-N-methylacetamide